4,4-dimethoxy-1-(pyridin-3-yl)butanone COC(CC(CC=1C=NC=CC1)=O)OC